2'-({1-[3-(Azetidin-3-yloxy)benzenesulfonyl]piperidin-4-yl}amino)-7'-[(1R,3R)-3-hydroxycyclohexyl]spiro[cyclopropane-1,5'-pyrrolo[2,3-d]pyrimidin]-6'-one N1CC(C1)OC=1C=C(C=CC1)S(=O)(=O)N1CCC(CC1)NC=1N=CC2=C(N1)N(C(C21CC1)=O)[C@H]1C[C@@H](CCC1)O